N-{2-[4-(cyclopropylsulfonyl)piperazin-1-yl]-6-(pyrrolidin-1-yl)pyrimidin-4-yl}-1-(propan-2-yl)-1H-pyrazolo[4,3-c]pyridin-6-amine C1(CC1)S(=O)(=O)N1CCN(CC1)C1=NC(=CC(=N1)NC1=CC2=C(C=N1)C=NN2C(C)C)N2CCCC2